2-(7-((2S,5R)-2,5-diethyl-4-(1-(4-ethylphenyl)ethyl)piperazin-1-yl)-4-methyl-5-oxo-4,5-dihydro-2H-pyrazolo[4,3-b]pyridin-2-yl)acetonitrile C(C)[C@@H]1N(C[C@H](N(C1)C(C)C1=CC=C(C=C1)CC)CC)C=1C=2C(N(C(C1)=O)C)=CN(N2)CC#N